6-[3-(5-chloro-2-methoxypyridine-3-sulfonamido)-2,6-difluorophenyl]-N-methoxy-N-methylimidazo[1,5-a]pyridine-1-carboxamide ClC=1C=C(C(=NC1)OC)S(=O)(=O)NC=1C(=C(C(=CC1)F)C=1C=CC=2N(C1)C=NC2C(=O)N(C)OC)F